6-Aminospiro[indoline-3,4'-tetrahydrothiopyran]-2-one NC1=CC=C2C(=C1)NC(C21CCSCC1)=O